COC(=O)[C@@]1([C@@H](C1)CCOC)NC(=O)OC(C)(C)C (1R,2S)-1-((tert-Butoxycarbonyl)amino)-2-(2-methoxyethyl)cyclopropanecarboxylic acid methyl ester